NN1C(=NN=C1CCC=1C=NC=CC1)SCC(=O)NC=1SC2=C(N1)C=CC(=C2)OC 2-((4-Amino-5-(2-(pyridine-3-yl)ethyl)-4H-1,2,4-Triazol-3-yl)thio)-N-(6-Methoxybenzothiazol-2-yl)acetamid